N=1C=CN2C1N=CC(=C2)C=2C=CN1N=C(N=CC12)NCC(F)(F)F 5-(Imidazo[1,2-a]pyrimidin-6-yl)-N-(2,2,2-trifluoroethyl)pyrrolo[2,1-f][1,2,4]triazin-2-amine